O=C1NC(CCC1NC1=CC=C(C=C1)C1CCN(CC1)C(=O)N(C)C1CCN(CC1)CC1=C(C=C(C=C1OC)C=1C2=C(C(N(C1)C)=O)NN=C2)F)=O 4-[4-[(2,6-dioxo-3-piperidyl)amino]phenyl]-N-[1-[[2-fluoro-6-methoxy-4-(6-methyl-7-oxo-1H-pyrazolo[3,4-c]pyridin-4-yl)phenyl]methyl]-4-piperidyl]-N-methyl-piperidine-1-carboxamide